NC=1N=C(C2=C(N1)C=CN(C2=O)CC2=CC=C(C=C2)CNCCO)NCCCC 2-amino-4-(butylamino)-6-(4-(((2-hydroxyethyl)amino)methyl)benzyl)pyrido[4,3-d]pyrimidin-5(6H)-one